CN1C[C@H]2NC3=C(C4=C(N=CN=C4C=C3)NC3=CC(=C(C=C3)OC3=CC4=C(N(C=N4)C)C=C3)C)O[C@@H]2CC1 trans-9-methyl-N-(3-methyl-4-((1-methyl-1H-benzo[d]imidazol-5-yl)oxy)phenyl)-7a,8,9,10,11,11a-hexahydro-7H-pyrido[3',4':5,6][1,4]oxazino[2,3-f]quinazolin-1-amine